N[C@H]1C[C@H](CC1)C(=O)N1CCN(CC1)C(=O)C1=C(C=C(C=C1)NC=1C=2N(C=CN1)C(=CN2)C=2C(=NN(C2)CC(F)F)C(F)(F)F)F (4-((1S,3R)-3-aminocyclopentane-1-carbonyl)piperazin-1-yl)(4-((3-(1-(2,2-difluoroethyl)-3-(trifluoromethyl)-1H-pyrazol-4-yl)imidazo[1,2-a]pyrazin-8-yl)amino)-2-fluorophenyl)methanone